C1(CCCCC1)C1=NC=CC(=C1)CNCC1=CC=C(C=C1)OC N-[(2-cyclohexyl-4-pyridinyl)methyl]-1-(4-methoxyphenyl)-methanamine